((2S)-4-(3-(cyclopropylmethoxy)-4-(difluoromethoxy)phenyl)-2-(hydroxymethyl)pyrrolidin-1-yl)ethanone C1(CC1)COC=1C=C(C=CC1OC(F)F)C1C[C@H](N(C1)C(C)=O)CO